1-amino-2-(dimethylamino)cyclohexane NC1C(CCCC1)N(C)C